7-(2-nitrophenyl)-5,9-dioxa-13b-azanaphtho[3,2,1-de]anthracene [N+](=O)([O-])C1=C(C=CC=C1)C=1C=C2OC=3C=CC=CC3N3C2=C(C1)OC=1C=CC=CC13